CO[Si](CCCNCCC[Si](OC)(OC)OC)(OC)OC bis-(3-trimethoxysilyl-propyl)amine